C(C1=CC=C(C(=O)O)C=C1)(=O)O.C=1(C(O)=CC=C(CC=C)C1)OC.C=1(C(O)=CC=C(CC=C)C1)OC di-eugenol terephthalate